C(C)OC=1C(=CC2=CN(N=C2C1)C)NC(=O)N1CCC=2C1=NC=CC2N2C[C@H](N([C@H](C2)C)C(=O)OCCCC)C butyl (2R,6S)-4-(1-((6-ethoxy-2-methyl-2H-indazol-5-yl)carbamoyl)-2,3-dihydro-1H-pyrrolo[2,3-b]pyridin-4-yl)-2,6-dimethylpiperazine-1-carboxylate